N-[4-(benzyloxy)phenyl]-5-(5-chloro-4-fluoro-2-{[(3S)-3-(morpholin-4-ylmethyl)-3,4-dihydroisoquinolin-2(1H)-yl]carbonyl}phenyl)-1,2-dimethyl-1H-pyrrole-3-carboxamide C(C1=CC=CC=C1)OC1=CC=C(C=C1)NC(=O)C1=C(N(C(=C1)C1=C(C=C(C(=C1)Cl)F)C(=O)N1CC2=CC=CC=C2C[C@H]1CN1CCOCC1)C)C